rac-tert-butyl 4-({6-[(3R)-2,6-dioxopiperidin-3-yl]-3,4-dihydro-2H-quinolin-1-yl}methyl)piperidine-1-carboxylate O=C1NC(CC[C@@H]1C=1C=C2CCCN(C2=CC1)CC1CCN(CC1)C(=O)OC(C)(C)C)=O |r|